5-acetyl-6-methyl-2-(thiazol-4-yl)indolizine-7-carboxylic acid ethyl ester C(C)OC(=O)C=1C(=C(N2C=C(C=C2C1)C=1N=CSC1)C(C)=O)C